COC1=C(C=CC(=C1)OC)CNC1=NC=CC2=C1CC[C@H]2N2C(C1=CC=CC=C1C2=O)=O 2-[(5R)-1-{[(2,4-dimethoxyphenyl)methyl]amino}-5H,6H,7H-cyclopenta[c]pyridin-5-yl]-2,3-dihydro-1H-isoindole-1,3-dione